(M)-(1R,9R)-6-(7-hydroxy-5-quinoxalinyl)-10,10-dimethyl-4-(2-(2-propenoyl)-2,6-diazaspiro[3.4]octan-6-yl)-3-azatricyclo[7.1.1.02,7]undeca-2,4,6-triene-5-carbonitrile OC1=CC(=C2N=CC=NC2=C1)C=1C(=C(N=C2[C@H]3C([C@@H](CC12)C3)(C)C)N3CC1(CN(C1)C(C=C)=O)CC3)C#N